FC1(CCC(CC1)OC=1C=C(C=C(C1)OC)NC(=O)[C@@H]1N(C(CC1)=O)C)F (R)-N-(3-((4,4-Difluorocyclohexyl)oxy)-5-methoxyphenyl)-1-methyl-5-oxo-pyrrolidine-2-carboxamide